C1(CC1)C1=NOC2=C1C=C(C=C2)C(=O)NC2=CC1=C(C=N2)C=C(N1COCC[Si](C)(C)C)CN1[C@H](CCC1)C 3-cyclopropyl-N-(2-[[(2S)-2-methylpyrrolidin-1-yl]methyl]-1-[[2-(trimethylsilyl)ethoxy]methyl]pyrrolo[3,2-c]pyridin-6-yl)-1,2-benzoxazole-5-carboxamide